(+/-)-1-(1-Benzo[b]thien-2-ylethyl)-1-hydroxyurea CC(C1=CC2=CC=CC=C2S1)N(C(=O)N)O